(R)-1-(((6-(4-fluorophenyl)-4-((1-(2-(trifluoromethyl)pyrimidin-5-yl)ethyl)amino)quinazolin-8-yl)oxy)methyl)cyclohexane-1-carboxylic acid FC1=CC=C(C=C1)C=1C=C2C(=NC=NC2=C(C1)OCC1(CCCCC1)C(=O)O)N[C@H](C)C=1C=NC(=NC1)C(F)(F)F